2-(2-chlorophenyl)-2-oxoacetic acid ClC1=C(C=CC=C1)C(C(=O)O)=O